BrC=1C(=CC=2C(C3=CC=CC(=C3OC2C1)Cl)=O)Cl 3-bromo-2,5-dichloro-xanthen-9-one